7-fluoro-6-iodo-5-methoxybenzo[d]thiazol-2-amine FC1=C(C(=CC=2N=C(SC21)N)OC)I